C(CCCCCCCCCCCCCCCC)C1=NOC(N1)=O 3-heptadecyl-1,2,4-oxadiazol-5(4H)-one